NCC(CN1N=CN=C1)(O)C1=C(C=C(C=C1)F)F 1-amino-2-(2,4-difluorophenyl)-3-(1H-1,2,4-triazol-1-yl)propane-2-ol